N1CCC(CC1)OC=1C=C2C(=NC(=NC2=CC1)C1=CC2=C(C=N1)C=CS2)O 6-(piperidin-4-yloxy)-2-thieno[3,2-c]pyridin-6-yl-quinazolin-4-ol